2-bromo-5-amino-1H-benzimidazole BrC1=NC2=C(N1)C=CC(=C2)N